t-butyl 5-bromo-1H-indazol-1-carboxylate BrC=1C=C2C=NN(C2=CC1)C(=O)OC(C)(C)C